Bis(4-amino-3-ethylcyclohexyl)methan NC1C(CC(CC1)CC1CC(C(CC1)N)CC)CC